5-bromo-2-(3-hydroxy-3-methyl-azetidin-1-yl)pyridine-3-carbonitrile BrC=1C=C(C(=NC1)N1CC(C1)(C)O)C#N